1-(4-(6-(3,5-dimethoxyphenyl)-2-phenylimidazo[1,2-a]pyridin-8-yl)phenyl)ethan-1-one COC=1C=C(C=C(C1)OC)C=1C=C(C=2N(C1)C=C(N2)C2=CC=CC=C2)C2=CC=C(C=C2)C(C)=O